3-(4,5-dimethylthiazol-2-yl)-5-(3-carboxymethoxyphenyl)2-(4-sulphophenyl)-2H-tetrazolium CC=1N=C(SC1C)N1N([NH2+]C(=N1)C1=CC(=CC=C1)OCC(=O)O)C1=CC=C(C=C1)S(=O)(=O)O